COC([C@H](C[C@H]1C(NCC1)=O)NC(=O)[C@H]1N(C[C@@H](C1)OC(C)(C)C)C(=O)C=1NC2=CC=CC(=C2C1)OC)=O (S)-methyl-2-((2S,4R)-4-(tert-butoxy)-1-(4-methoxy-1H-indole-2-carbonyl)pyrrolidine-2-carboxamido)-3-((S)-2-oxopyrrolidin-3-yl)propanoate